Ethylimino-tris(ethylmethylamino)niobium C(C)N=[Nb](N(CC)C)(N(CC)C)N(C)CC